N,N'-dimethylenebisacrylamide C(C=C)(=O)NCCNC(C=C)=O